3-methoxy-1,2-phenylene bis(2-amino-3-methylbutanoate) NC(C(=O)OC1=C(C(=CC=C1)OC)OC(C(C(C)C)N)=O)C(C)C